silver iodide carbon [C].[Ag]I